methyl 6-(5-chloro-2-fluorophenyl)-3-[3-(hydroxymethyl)azetidin-1-yl]pyridazine-4-carboxylate ClC=1C=CC(=C(C1)C1=CC(=C(N=N1)N1CC(C1)CO)C(=O)OC)F